Cl.NC\C=C(\CN1N=NC2=C1C=C(C=C2C2=C(C=CC(=C2)S(N(CC)CC)(=O)=O)OC)C(=O)NC)/F (Z)-1-(4-amino-2-fluoro-but-2-en-1-yl)-4-(5-(N,N-diethylsulfamoyl)-2-methoxyphenyl)-N-methyl-1H-benzo[d][1,2,3]triazole-6-carboxamide hydrochloride